FC(CC(C1=CC=C(C=C1)OC)N1N=CC=C1)(C)C (3-fluoro-1-(4-methoxyphenyl)-3-methylbutyl)-1h-pyrazole